BrC(=C)C(=CC#C)Br 2,3-dibromohexa-1,3-dien-5-yne